C(C)(C)(C)C1CC(C1)NC (3-tert-butyl-cyclobutyl)-methyl-amine